Cl.BrC=1C=C2\C(\C(N(C2=CC1)CCN(C)C)=O)=C\1/C(N(C2=CC=CC=C12)C)=O (E)-5-bromo-1-(2-(dimethylamino)ethyl)-1'-methyl-[3,3'-biindolinylidene]-2,2'-dione hydrochloride